NC=1C(=C2C(=NC1)C=CS2)N2C[C@H]([C@@H](CC2)O[Si](C)(C)C(C)(C)C)NC(OC(C)(C)C)=O tert-butyl ((3R,4R)-1-(6-aminothieno[3,2-b]pyridin-7-yl)-4-{[tert-butyl(dimethyl)silyl]oxy}piperidin-3-yl)carbamate